3,5-Bis(4-methyl-3-nitrobenzamido)benzotrifluoride CC1=C(C=C(C(=O)NC=2C=C(C=C(C2)NC(C2=CC(=C(C=C2)C)[N+](=O)[O-])=O)C(F)(F)F)C=C1)[N+](=O)[O-]